CN1CC(C(=CC1)OS(=O)(=O)C(F)(F)F)C (1,3-dimethyl-3,6-dihydro-2H-pyridin-4-yl)trifluoromethanesulfonate